5-(cyclopropylmethyl)-2-(1,2-dimethyl-1H-benzo[d]imidazol-6-yl)-4-(4-methoxyphenyl)-2,5-dihydro-3H-imidazo[4,5-c]pyridazin-3-one C1(CC1)CN1C=NC2=NN(C(C(=C21)C2=CC=C(C=C2)OC)=O)C=2C=CC1=C(N(C(=N1)C)C)C2